5-(2-ethoxy-6-fluorophenyl)-3-(4-(4-methylpiperazin-1-yl)phenyl)-1H-pyrazolo[3,4-c]pyridine C(C)OC1=C(C(=CC=C1)F)C=1C=C2C(=CN1)NN=C2C2=CC=C(C=C2)N2CCN(CC2)C